C(CC)NC=1N=C(C2=C(N1)N(C=C2)C)N(C)C 2-(n-propyl)amino-4-dimethylamino-7-methyl-pyrrolo[2,3-d]pyrimidine